2-(4-(3-(2-aminoethoxy)-4-(trifluoromethyl)phenyl)-1H-imidazol-1-yl)-N-methyl-4-nitroaniline NCCOC=1C=C(C=CC1C(F)(F)F)C=1N=CN(C1)C1=C(NC)C=CC(=C1)[N+](=O)[O-]